C(=C)C1=NC=CC(=C1)C=O 2-vinylpyridine-4-carboxaldehyde